rac-9-(2-amino-6-((1,1,1-trifluoropropan-2-yl)oxy)pyrimidin-4-yl)-1-(3,4-difluorophenyl)-1,9-diazaspiro[5.5]undecan-2-one NC1=NC(=CC(=N1)N1CCC2(CCCC(N2C2=CC(=C(C=C2)F)F)=O)CC1)O[C@@H](C(F)(F)F)C |r|